CN1CCN(C(C2=C1C=CC=C2)=O)CC2=CC(=CC=C2)OC(CCNC)C2=CC=CC=C2 1-Methyl-4-(3-(3-(methylamino)-1-phenylpropoxy)benzyl)-1,2,3,4-tetrahydro-5H-benzo[e][1,4]diazepin-5-one